2-(2-chlorophenyl)-5-methyl-2,4-dihydro-3H-1,2,4-triazol-3-one ClC1=C(C=CC=C1)N1N=C(NC1=O)C